tert-butyl 3-amino-2-((2'-(2-((tert-butoxycarbonyl)(methyl)amino)ethoxy)-2-fluoro-[1,1'-biphenyl]-3-yl)methyl)-4-fluoropyrrolidine-1-carboxylate NC1C(N(CC1F)C(=O)OC(C)(C)C)CC=1C(=C(C=CC1)C1=C(C=CC=C1)OCCN(C)C(=O)OC(C)(C)C)F